(3E)-16-chloro-3-hexadecene-1-ol ClCCCCCCCCCCCC/C=C/CCO